C(C)(=O)NC1=CC=C(C=C1)NC(CBr)=O N-(4-(acetylamino)phenyl)-2-bromoacetamide